Cl.C1(CC1)[C@@H](C)NC (R)-1-cyclopropyl-N-methylethanamine hydrochloride